ClC=1C(=C(C(=CC1)F)C=1C=NN(C(C1)=O)C(C(=O)N)CC1=CC=CC=C1)F 2-(4-(3-chloro-2,6-difluorophenyl)-6-oxopyridazin-1(6H)-yl)-3-phenylpropionamide